7-((3-(piperidin-1-yl)propyl)carbamoyl)benzo[d]imidazol N1(CCCCC1)CCCNC(=O)C1=CC=CC2=C1N=CN2